The molecule is the 4-O-(S)-malate derivative of sinapic acid. It derives from a (S)-malate(2-). It is a conjugate acid of a sinapoyl (S)-malate(2-). COC1=CC(=CC(=C1OC(=O)[C@H](CC(=O)O)O)OC)/C=C/C(=O)O